3-((1H-pyrrolo[2,3-b]pyridin-5-yl)oxy)-4'-(2-(2-cyclopropylphenyl)pyrrolidin-1-yl)-N-((3-nitro-4-(((tetrahydro-2H-pyran-4-yl)methyl)amino)phenyl)sulfonyl)-[1,1'-biphenyl]-4-carboxamide N1C=CC=2C1=NC=C(C2)OC=2C=C(C=CC2C(=O)NS(=O)(=O)C2=CC(=C(C=C2)NCC2CCOCC2)[N+](=O)[O-])C2=CC=C(C=C2)N2C(CCC2)C2=C(C=CC=C2)C2CC2